2-benzyl-2-azaspiro[3.3]heptan-6-yl (2R,6S)-4-(4-methane-sulfonylphenyl)-2,6-dimethylpiperazine-1-carboxylate CS(=O)(=O)C1=CC=C(C=C1)N1C[C@H](N([C@H](C1)C)C(=O)OC1CC2(CN(C2)CC2=CC=CC=C2)C1)C